sodium (S)-3-(3-(3,5-dimethylisoxazol-4-yl)phenyl)-3-(3-(1-methyl-4-oxido-2-oxo-1,2-dihydro pyridin-3-yl)ureido)propanoate CC1=NOC(=C1C=1C=C(C=CC1)[C@H](CC(=O)[O-])NC(=O)NC=1C(N(C=CC1[O-])C)=O)C.[Na+].[Na+]